3-((3,4-dioxo-2-((2,6,6-trimethyl-4,5,6,7-tetrahydrobenzo[d]thiazol-7-yl)amino)cyclobut-1-en-1-yl)amino)-2-hydroxy-N,N-dimethylbenzamide O=C1C(=C(C1=O)NC=1C(=C(C(=O)N(C)C)C=CC1)O)NC1C(CCC=2N=C(SC21)C)(C)C